1-((3aR,5s,6aS)-5-((5-(3-(2,2-difluoroethyl)-2-methyl-3H-imidazo[4,5-b]pyridin-5-yl)-7H-pyrrolo[2,3-d]pyrimidin-2-yl)amino)hexahydrocyclopenta[c]pyrrol-2(1H)-yl)ethan-1-one FC(CN1C(=NC=2C1=NC(=CC2)C2=CNC=1N=C(N=CC12)NC1C[C@@H]2[C@@H](CN(C2)C(C)=O)C1)C)F